OC1=C(C=C(C=C1)C1=CC=C(S1)C(=O)NC=1C=NC=CC1)OC 5-(4-hydroxy-3-methoxyphenyl)-N-(pyridin-3-yl)thiophene-2-carboxamide